3-cyclopentanetriol C1CC(CC1O)(O)O